3-[(3-chloro-2-methoxyphenyl)amino]-2-[6-[(3R)-oxolan-3-yloxy]-1,5-naphthyridin-4-yl]-1H,5H,6H,7H-pyrrolo[3,2-c]pyridin-4-one ClC=1C(=C(C=CC1)NC1=C(NC2=C1C(NCC2)=O)C2=CC=NC1=CC=C(N=C21)O[C@H]2COCC2)OC